2,3-dibromo-propanethiol BrC(CS)CBr